ClC=1C(=CC=2C3=C(C(=NC2C1)NCP(OC(C)C)(OC(C)C)=O)CN([C@H]3C)C(COC)=O)OC diisopropyl (S)-(((7-chloro-8-methoxy-2-(2-methoxyacetyl)-1-methyl-2,3-dihydro-1H-pyrrolo[3,4-c]quinolin-4-yl)amino)methyl)phosphonate